[NH+]1=CC=CC=C1.CN(C)C1=CC=CC2=CC=CC=C12 dimethylaminonaphthaline pyridinium